C1(CC1)C1=NN=C(O1)C12CC(C1)(C2)C2CN(C2)C(=O)N2CC1(C2)CC(C1)C1=NN=C(N1)C1CC1 [3-[3-(5-cyclopropyl-1,3,4-oxadiazol-2-yl)-1-bicyclo[1.1.1]pentanyl]azetidin-1-yl]-[6-(5-cyclopropyl-4H-1,2,4-triazol-3-yl)-2-azaspiro[3.3]heptan-2-yl]methanone